N-(2-fluoro-5-(2-morpholinoacetamido)pyridin-3-yl)-2-(1-methyl-1H-pyrazol-4-yl)-1H-pyrrolo[2,3-b]pyridine-5-carboxamide FC1=NC=C(C=C1NC(=O)C=1C=C2C(=NC1)NC(=C2)C=2C=NN(C2)C)NC(CN2CCOCC2)=O